(Z)-3-dodecenol C(C\C=C/CCCCCCCC)O